(R)-N-(3,5-Dimethoxyphenyl)-2-ethynyl-N-(1-(2,2,2-trifluoroethyl)piperidin-3-yl)thiazole-4-carboxamide COC=1C=C(C=C(C1)OC)N(C(=O)C=1N=C(SC1)C#C)[C@H]1CN(CCC1)CC(F)(F)F